3-thiabicyclo[3.1.0]hexane C12CSCC2C1